FC1=CC=C(C=C1)N1N=CC2=C1N=CN(C2=O)CC2(CCN(CC2)C(=O)Cl)O 4-((1-(4-Fluorophenyl)-4-oxo-1,4-dihydro-5H-pyrazolo[3,4-d]pyrimidin-5-yl)methyl)-4-hydroxypiperidine-1-carbonyl chloride